((R)-3-(2-Chlorophenyl)morpholino)-3-methyl-N-((R,E)-4-(methylsulfonyl)but-3-en-2-yl)pyrazine-2-carboxamide ClC1=C(C=CC=C1)[C@@H]1COCCN1C=1N=C(C(=NC1)C(=O)N[C@H](C)\C=C\S(=O)(=O)C)C